C(C)(C)(C)C1=C(C(=C([O-])C=C1)C)C(C)(C)C Di-Tert-Butylmethylphenoxide